NC1=C(C2=C(N=C(N=C2C2CC2)C)N1C1=C(C(=CC=C1C)O)C)C(=O)N 6-amino-4-cyclopropyl-7-(3-hydroxy-2,6-dimethylphenyl)-2-methyl-7H-pyrrolo[2,3-d]pyrimidine-5-carboxamide